COC([C@@H](N)C(C)(C)C)=O L-tert-leucine methyl ester